ClC=1C(=C(C(=C(C1)[Co])Cl)Cl)Cl tetrachlorophenyl-cobalt